C=CC=CCCCCCCCCC 7Z-tridecadien